FC1=CC=CC(=N1)NC(N(CC1=NNC(=C1)C(F)(F)F)C=1C=NC(=NC1)OC)=O 3-(6-Fluoropyridin-2-yl)-1-(2-methoxypyrimidin-5-yl)-1-((5-(trifluoromethyl)-1H-pyrazol-3-yl)methyl)urea